ClC1=CC(=C(OCC=2C=NC=C(C(=O)OCC)C2)C=C1OCC1=C(C(=CC=C1)C1=CC2=C(OCCO2)C=C1)C)CN1C[C@H](CC1)O (S)-ethyl 5-((4-chloro-5-((3-(2,3-dihydrobenzo[b][1,4]dioxin-6-yl)-2-methylbenzyl)oxy)-2-((3-hydroxypyrrolidin-1-yl)methyl)phenoxy)methyl)nicotinate